11-(benzyloxy)-11-oxoundecan-1-aminium 4-methylbenzene-1-sulfonate CC1=CC=C(C=C1)S(=O)(=O)[O-].C(C1=CC=CC=C1)OC(CCCCCCCCCC[NH3+])=O